(4-phenyl-1,3-dioxolan-2-yl)pentan-1-amine C1(=CC=CC=C1)C1OC(OC1)C(CCCC)N